ClC=1C=NN(C(C1Cl)=O)CC=1NC2=C(N1)C=C(C(=C2)S(=O)(=O)N(C)C)C 2-[(4,5-dichloro-6-oxo-pyridazin-1-yl)methyl]-N,N,6-trimethyl-3H-benzimidazole-5-sulfonamide